tert-Butyl (4S)-4-(3-amino-3-phenyl-propyl)-2,2-dimethyl-pyrrolidine-1-carboxylate NC(CC[C@H]1CC(N(C1)C(=O)OC(C)(C)C)(C)C)C1=CC=CC=C1